O=C1[C@@H]2[C@@H]([C@@H]2CC1)C(=O)OC(C)(C)C |r| (±)-tert-Butyl (1S,5R,6R)-2-oxobicyclo[3.1.0]hexane-6-carboxylate